NC1=CC(=NC(=C1C#N)C1=NC(=CN=C1)N1C[C@@H](CC1)O)C=1SC=CN1 (R)-4-amino-2-(6-(3-hydroxypyrrolidin-1-yl)pyrazin-2-yl)-6-(thiazol-2-yl)nicotinonitrile